Cl.NC1=CN(C2=C1C(N(C=C2F)CC(F)(F)F)=O)C 3-Amino-7-fluoro-1-methyl-5-(2,2,2-trifluoroethyl)-1H-pyrrolo[3,2-c]pyridin-4(5H)-one hydrochloride